C(C)=C1C2C3C4C=CC(C3C(C1)C2)C4 8-ethylidene-tetracyclo[4.4.0.12,5.17,10]-dodeca-3-ene